(2s,4s)-2-(4-(benzofuran-2-yl)piperidine-1-carbonyl)-7-oxa-5-azaspiro[3.4]octan-6-one O1C(=CC2=C1C=CC=C2)C2CCN(CC2)C(=O)C2CC1(C2)NC(OC1)=O